1-(4-(4-Fluoro-2-methylphenyl)piperidin-1-yl)-2-(3-(4-(fluoromethyl)-4-hydroxypiperidin-1-carbonyl)-5,6-dihydrocyclopenta[c]pyrazol-1(4H)-yl)ethanon FC1=CC(=C(C=C1)C1CCN(CC1)C(CN1N=C(C2=C1CCC2)C(=O)N2CCC(CC2)(O)CF)=O)C